CC=1C=C(C(=O)OC2=C(C(=CC(=C2)Cl)C=NC2=CC=C(C=C2)Cl)O)C=CC1 5-chloro-3-((4-chlorophenylimino)meth-yl)-2-hydroxyphenyl 3-methylbenzoate